CN1CCN(CC1)C1=CC=C(C=C1)NC1=NC2=C(C=CC=C2C=N1)C1=CC=NC=C1 4-(2-((4-(4-methylpiperazin-1-yl)phenyl)amino)quinazolin-8-yl)pyridin